BrC1=CN(C2=CN=C(C=C21)NC(C)=O)C2COC2 N-[3-bromo-1-(oxetan-3-yl)pyrrolo[2,3-c]pyridin-5-yl]acetamide